C[C@@H]1N(CCN(C1)C1=NC(=CC=C1)OCC1=CC=C2C=NN(C2=C1)C)C(=O)[O-] (S)-2-methyl-4-(6-((1-methyl-1H-indazol-6-yl)methoxy)pyridin-2-yl)piperazine-1-carboxylate